BrC1=CC(=C(C(=O)NC2CC2)C(=C1)F)F 4-bromo-N-cyclopropyl-2,6-difluoro-benzamide